methyl N-[6-[7,7-difluoro-2-[(2S,3R)-3-hydroxy-2-methyl-azetidin-1-yl]-5,6-dihydrocyclopenta[d]pyrimidin-4-yl]-2,3-dihydrobenzofuran-3-yl]carbamate FC1(CCC2=C1N=C(N=C2C2=CC1=C(C(CO1)NC(OC)=O)C=C2)N2[C@H]([C@@H](C2)O)C)F